1-(4-(3-Chloro-2-methylphenyl)piperazin-1-yl)-2-(5,5-difluoro-3-((3R,4S)-3-fluoro-4-hydroxypiperidin-1-carbonyl)-4,5,6,7-tetrahydro-1H-indazol-1-yl)ethan-1-on ClC=1C(=C(C=CC1)N1CCN(CC1)C(CN1N=C(C=2CC(CCC12)(F)F)C(=O)N1C[C@H]([C@H](CC1)O)F)=O)C